CP(=O)(C)C1=CC(=C(C=C1)NCC#CC1=C(C2=C(S1)C(=CC=C2)NC2C(CN(CC2)C)C#N)CC(F)(F)F)OC 4-((2-(3-((4-(dimethylphosphoryl)-2-methoxyphenyl)amino)prop-1-yn-1-yl)-3-(2,2,2-trifluoroethyl)benzo[b]thiophen-7-yl)amino)-1-methylpiperidine-3-carbonitrile